ClC1=CC=C(C=C1)C1=N[C@H](C=2N(C3=C1C(=C(S3)C)C)C(=NN2)C)CC(=O)NCCCC(=O)OC(C)(C)C tert-butyl (S)-4-(2-(4-(4-chlorophenyl)-2,3,9-trimethyl-6H-thieno[3,2-f][1,2,4]triazolo[4,3-a][1,4]diazepin-6-yl)acetamido)butanoate